butyl 3-iodopyrrolidine-1-carboxylate IC1CN(CC1)C(=O)OCCCC